CN(CCN(C(=O)O[C@H](C(=O)OCCCCCCCCCCCCCCCCCC)CC(=O)OCCCCCCCCCCCCCCCCCC)C)C Dioctadecyl (S)-2-(((2-(dimethylamino)ethyl)(methyl)carbamoyl)oxy)succinate